trans-4-(((trans-4-(6-Cyano-5-methoxy-pyridin-2-yl)cyclohexyl)methyl)(3-(1-cyclopropyl-1H-pyrazol-4-yl)phenyl)-carbamoyl)cyclohexyl 3-hydroxy-azetidine-1-carboxylate OC1CN(C1)C(=O)O[C@@H]1CC[C@H](CC1)C(N(C1=CC(=CC=C1)C=1C=NN(C1)C1CC1)C[C@@H]1CC[C@H](CC1)C1=NC(=C(C=C1)OC)C#N)=O